FC(C)(F)[C@@H]1C[C@@H](N(CC1)C(=O)N[C@@H](C)\C=C\S(=O)(=O)C)C1=C(C=CC=C1F)F (2R,4S)-4-(1,1-difluoroethyl)-2-(2,6-difluorophenyl)-N-((S,E)-4-(methylsulfonyl)but-3-en-2-yl)piperidine-1-carboxamide